5,6,7,8-tetrafluoro-1-chloro-4-(2-thieno[3,2-b]thienyl)phthalazine FC1=C2C(=NN=C(C2=C(C(=C1F)F)F)Cl)C1=CC2=C(S1)C=CS2